tert-butyl 3-[6-[3-(trifluoromethyl)cyclobutyl]-3-pyridyl]azetidine-1-carboxylate FC(C1CC(C1)C1=CC=C(C=N1)C1CN(C1)C(=O)OC(C)(C)C)(F)F